6-methoxy-N-(pyridin-2-ylmethyl)-2-(pyrrolidin-1-yl)-7-(3-(pyrrolidin-1-yl)prop-1-yn-1-yl)quinazolin-4-amine COC=1C=C2C(=NC(=NC2=CC1C#CCN1CCCC1)N1CCCC1)NCC1=NC=CC=C1